bis[(3-ethyloxetan-3-yl) methyl] phosphite P(OCC1(COC1)CC)(OCC1(COC1)CC)[O-]